COC1=NC(=NC(=C1)OC)NC(=O)NS(=O)(=O)C1=C(C=NN1C)C=1N=NN(N1)C N-[[(4,6-dimethoxy-2-pyrimidinyl)amino]carbonyl]-1-methyl-4-(2-methyl-2H-tetrazol-5-yl)-1H-pyrazole-5-sulfonamide